BrC1=C(C=CC(=C1)OC)C(CCC=C)NS(=O)C(C)(C)C N-(1-(2-bromo-4-methoxyphenyl)pent-4-en-1-yl)-2-methylpropane-2-sulfinamide